5-(4-Methylpiperazin-1-yl)pentyl-tert-butylamine CN1CCN(CC1)CCCCCNC(C)(C)C